3-(6-Oxo-5-(trifluoromethyl)-1,6-dihydropyridin-3-yl)phenyl (S)-3-(hydroxymethyl)-4-(5-(trifluoromethyl)pyrimidin-2-yl)piperazine-1-carboxylate OC[C@@H]1CN(CCN1C1=NC=C(C=N1)C(F)(F)F)C(=O)OC1=CC(=CC=C1)C1=CNC(C(=C1)C(F)(F)F)=O